C(C1=CC=CC=C1)OC1=NC(=CC=C1NC1=C(C=C(C=C1)C=1CCN(CC1)C(=O)OC(C)(C)C)F)OCC1=CC=CC=C1 tert-butyl 4-[4-[(2,6-dibenzyloxy-3-pyridyl)amino]-3-fluoro-phenyl]-3,6-dihydro-2H-pyridine-1-carboxylate